4-[5-chloranyl-2-[2-[2-methyl-4,6-bis(oxidanylidene)-7,8-dihydro-5H-quinazolin-3-yl]ethoxy]phenyl]pyrrolo[1,2-b]pyridazine-7-carboxylate ClC=1C=CC(=C(C1)C=1C=2N(N=CC1)C(=CC2)C(=O)[O-])OCCN2C(=NC=1CCC(CC1C2=O)=O)C